6-(2,2-dimethylcyclopropaneamido)-4-{[3-methoxy-4-(2-methyl-2H-1,2,3-triazol-4-yl)pyridin-2-yl]amino}-N-(2H3)methylpyridazine-3-carboxamide CC1(C(C1)C(=O)NC1=CC(=C(N=N1)C(=O)NC([2H])([2H])[2H])NC1=NC=CC(=C1OC)C1=NN(N=C1)C)C